C1(=C(C=C(C=C1)C)C)N1CCNCC1 4-(2,4-xylyl)piperazine